N,N-dimethylpyrrolo[2,3-d]pyrimidine-6-carboxamide CN(C(=O)C=1CC2=C(N=CN=C2)N1)C